1-{1H,4H,5H,6H,7H-[1,2,3]triazolo[4,5-c]pyridin-5-yl}ethan-1-one N1N=NC=2CN(CCC21)C(C)=O